BrC=1SC(=C(N1)CN(C)C)C1COCC1 1-(2-bromo-5-(tetrahydrofuran-3-yl)thiazol-4-yl)-N,N-dimethylmethanamine